3,4-dimethylbenzylacrylate CC=1C=C(COC(C=C)=O)C=CC1C